2,7-dicyano-octane C(#N)C(C)CCCCC(C)C#N